3-((6-(3-cyanophenyl)-3-((4-(trifluoromethyl)phenyl)thio)-1H-indole-4-carboxamido)methyl)bicyclo[1.1.1]pentane-1-carboxylic acid C(#N)C=1C=C(C=CC1)C=1C=C(C=2C(=CNC2C1)SC1=CC=C(C=C1)C(F)(F)F)C(=O)NCC12CC(C1)(C2)C(=O)O